OC=1C=C2C=C(N=NC2=CC1)C1COC2(C1)CCN(CC2)C(=O)OC(C)(C)C tert-butyl 3-(6-hydroxycinnolin-3-yl)-1-oxa-8-azaspiro[4.5]decane-8-carboxylate